CC(C#N)(C)C1=C2C(=NC(=C1)N1[C@@H](COCC1)C)C(=NN2)C2=NNC=C2 (R)-2-methyl-2-(5-(3-methylmorpholino)-3-(1H-pyrazol-3-yl)-1H-pyrazolo[4,3-b]pyridin-7-yl)propionitrile